(S)-Cystein N[C@H](CS)C(=O)O